C(C)(C)(C)OC(=O)NC1CC(=C(CC1)C(=O)OC)O methyl 4-((tert-butoxycarbonyl)amino)-2-hydroxycyclohex-1-ene-1-carboxylate